tert-butyl-7-(4-aminophenyl)-4-azaspiro[2.5]octane-4-carboxylate C(C)(C)(C)OC(=O)N1C2(CC2)CC(CC1)C1=CC=C(C=C1)N